C(#N)C1=C(C=C(C=C1)N1C(N(C(C1=O)(C)C)[C@@H]1CC[C@H](CC1)OCCC1C[C@H](N([C@H](C1)C)C(=O)OC(C)(C)C)C)=S)C(F)(F)F Tert-butyl (2R,4s,6S)-4-(2-((trans-4-(3-(4-cyano-3-(trifluoromethyl) phenyl)-5,5-dimethyl-4-oxo-2-thioxoimidazolidin-1-yl) cyclohexyl) oxy) ethyl)-2,6-dimethylpiperidine-1-carboxylate